C(C)(=O)NC1=C(C(=O)NC=2SC(=CC2)C(C)C)C=CC=C1 2-acetamido-N-(5-isopropylthiophen-2-yl)benzamide